N-((1r,3r)-3-(3-chloro-4-cyanophenoxy)-2,2,4,4-tetramethylcyclobutyl)-6-(4-((2-(2,6-dioxopiperidin-3-yl)-6-fluoro-1,3-dioxoisoindolin-5-yl)methyl)piperazin-1-yl)nicotinamide ClC=1C=C(OC2C(C(C2(C)C)NC(C2=CN=C(C=C2)N2CCN(CC2)CC=2C=C3C(N(C(C3=CC2F)=O)C2C(NC(CC2)=O)=O)=O)=O)(C)C)C=CC1C#N